(1R,2R,3aS,10aR)-2-hydroxy-1-[(1E,3S)-6,7,7-trifluoro-3-hydroxy-1,6-heptadien-1-yl]-2,3,3a,9,10,10a-hexahydro-1H-benzo[b]cyclopenta[f]oxepin-6-carboxylic acid O[C@@H]1C[C@H]2[C@H](CCC3=C(O2)C=C(C=C3)C(=O)O)[C@H]1\C=C\[C@H](CCC(=C(F)F)F)O